3,4-Dihydro-4,6,7-trimethyl-3-β-D-ribofuranosyl-9H-imidazo[1,2-a]purin-9-one CN1C=2N(C(C=3N=CN(C13)[C@H]1[C@H](O)[C@H](O)[C@H](O1)CO)=O)C(=C(N2)C)C